1,3,4,6,7,8-hexahydrocyclopenta[g]benzopyrane O1CCCC2=C1C=C1C(=C2)CCC1